azetidin-1-yl-(2-((5-chloro-2,3-dihydro-1H-inden-2-yl)amino)pyrimidin-5-yl)methanone N1(CCC1)C(=O)C=1C=NC(=NC1)NC1CC2=CC=C(C=C2C1)Cl